4-((4-(2-((3-(2,6-dioxopiperidin-3-yl)-1-methyl-1H-indazol-7-yl)oxy)acetyl)-piperazin-1-yl)sulfonyl)benzamide ethyl-4-(1H-benzo[d]imidazol-1-yl)thiophene-2-carboxylate C(C)OC(=O)C=1SC=C(C1)N1C=NC2=C1C=CC=C2.O=C2NC(CCC2C2=NN(C1=C(C=CC=C21)OCC(=O)N2CCN(CC2)S(=O)(=O)C2=CC=C(C(=O)N)C=C2)C)=O